CN1S(C=CC1)=O 2-methyl-2H-isothiazolone